O1CCC(=CC1)C=1C=C2N=CC(N(C2=C(C1)OCC1=CC=C(C=C1)OC)C)=O 6-(3,6-dihydro-2H-pyran-4-yl)-8-((4-methoxybenzyl)oxy)-1-methylquinoxalin-2(1H)-one